N-(3-Chloro-4-fluorophenyl)-2-methyl-5-(2-phenylthiazol-5-yl)-1,2,6-thiadiazinane-3-carboxamide 1,1-dioxide ClC=1C=C(C=CC1F)NC(=O)C1N(S(NC(C1)C1=CN=C(S1)C1=CC=CC=C1)(=O)=O)C